C(C=C)(=O)N1[C@H](CN(CC1)C1=NC(=NC=2CC(CCC12)N1CCCC2=CC=C(C=C12)OC)OCCN(C)C)CC#N 2-((2S)-1-Acryloyl-4-(2-(2-(dimethylamino)ethoxy)-7-(7-methoxy-3,4-dihydroquinolin-1(2H)-yl)-5,6,7,8-tetrahydroquinazolin-4-yl)piperazin-2-yl)acetonitrile